C(CC1=CC=CC=C1)S(=O)(=O)[O-] phenethyl-sulfonate